(3aR,6R,7aR)-1-(2H-[1,3]dioxolo[4,5-e][1,3]benzothiazole-7-yl)-2-oxooctahydropyrano[3,4-D]Imidazole-6-carbonitrile O1COC=2C=CC3=C(N=C(S3)N3C(N[C@@H]4[C@H]3C[C@@H](OC4)C#N)=O)C21